2-(3-iodopyrazolo[1,5-a]pyridin-6-yl)-2-methyl-propan-1-ol IC=1C=NN2C1C=CC(=C2)C(CO)(C)C